4-methoxy-3-(trifluoromethyl)phenol COC1=C(C=C(C=C1)O)C(F)(F)F